(S)-1-(2-methyl-4-(3-((4-(trifluoromethyl)phenyl)amino)pyrazin-2-yl)piperazin-1-yl)prop-2-en C[C@@H]1N(CCN(C1)C1=NC=CN=C1NC1=CC=C(C=C1)C(F)(F)F)CC=C